2-chloro-4-(3-nitrophenoxy)-7H-pyrrolo[2,3-d]pyrimidine ClC=1N=C(C2=C(N1)NC=C2)OC2=CC(=CC=C2)[N+](=O)[O-]